BrC1=C(C(=CC(=C1)C(C(F)(F)F)(C(F)(F)F)F)C(F)(F)F)N1N=CC(=C1)I 1-[2-Bromo-4-(1,1,1,2,3,3,3-heptafluoropropan-2-yl)-6-(trifluoromethyl)phenyl]-4-iodo-1H-pyrazole